methyl (S)-1-((2S,3S)-3-(4-bromothiazol-2-yl)-2-((tert-butoxycarbonyl)amino)-3-(2-oxa-6-azaspiro[3.3]heptan-6-yl)propanoyl)hexahydropyridazine-3-carboxylate BrC=1N=C(SC1)[C@H]([C@@H](C(=O)N1N[C@@H](CCC1)C(=O)OC)NC(=O)OC(C)(C)C)N1CC2(COC2)C1